bis[(3-bromo-4-chloro-phenyl)sulfanyl]methanone oxime BrC=1C=C(C=CC1Cl)SC(=NO)SC1=CC(=C(C=C1)Cl)Br